C12COCC(CC1)N2C2=C(C(=NC(=N2)SC)OCC(=O)NC21CC3CC(CC(C2)C3)C1)F 2-((6-(3-oxa-8-azabicyclo[3.2.1]oct-8-yl)-5-fluoro-2-(methylthio)pyrimidin-4-yl)oxy)-N-(adamantan-1-yl)acetamide